1-(3-methyl-1-(tetrahydro-2H-pyran-2-yl)-1H-pyrazolo[4,3-b]pyridin-6-yl)-1H-benzo[d]imidazol-2(3H)-one CC1=NN(C=2C1=NC=C(C2)N2C(NC1=C2C=CC=C1)=O)C1OCCCC1